5-chloro-2-fluoro-4-((((2S,4S)-2-(3-fluorobenzyl)-4-hydroxypyrrolidin-2-yl)methyl)amino)-N-(thiazol-2-yl)benzenesulfonamide ClC=1C(=CC(=C(C1)S(=O)(=O)NC=1SC=CN1)F)NC[C@]1(NC[C@H](C1)O)CC1=CC(=CC=C1)F